4,4-difluoro-2-methyl-2-butanol FC(CC(C)(O)C)F